N1=C(C=NC=C1)CC=O 2-(PYRAZIN-2-YL)ACETALDEHYDE